2-(1-benzhydrylpiperidin-4-yl)-N,N-dimethyl-1,2,3,4-tetrahydroisoquinolin-6-amine C(C1=CC=CC=C1)(C1=CC=CC=C1)N1CCC(CC1)N1CC2=CC=C(C=C2CC1)N(C)C